C(C1=CC=CC=C1)C=1NC(=NN1)C(=O)NC1C(N(C=2C=CC=C3C(=CN(C23)C1)C=1C(=NC=CC1)OC)C)=O 5-benzyl-N-(7-(2-methoxypyridin-3-yl)-1-methyl-2-oxo-1,2,3,4-tetrahydro-[1,4]diazepino[3,2,1-hi]indol-3-yl)-4H-1,2,4-triazole-3-carboxamide